C(=CCC)P(O)(O)=O.C1(=CC=CC=C1)P(OCC=C)(OCC=C)=O diallyl phenylphosphonate (1-butenyl)phosphonate